(E-2-(p-Hydroxyphenyl)ethenylcarbonyloxy)-3,4-dihydroxy-1-cyclohexene-1-carboxylic acid OC1=CC=C(C=C1)/C=C/C(=O)OC1=C(CCC(C1O)O)C(=O)O